FC1=CC=C(C2=C1NC(=N2)C(=O)NC)B2OC(C(O2)(C)C)(C)C 7-fluoro-N-methyl-4-(4,4,5,5-tetramethyl-1,3,2-dioxaborolan-2-yl)-1H-benzo[d]imidazole-2-carboxamide